2-[2-[[3-chloro-6-[3,6-dihydro-3-methyl-2,6-dioxo-4-(trifluoromethyl)-1(2H)-pyrimidinyl]-5-fluoro-2-pyridinyl]oxy]phenoxy]-acetic acid methyl ester COC(COC1=C(C=CC=C1)OC1=NC(=C(C=C1Cl)F)N1C(N(C(=CC1=O)C(F)(F)F)C)=O)=O